5-(1-((6-methoxy-2-methyl-7-(morpholine-4-carbonyl)quinazolin-4-yl)amino)ethyl)thiophene COC=1C=C2C(=NC(=NC2=CC1C(=O)N1CCOCC1)C)NC(C)C1=CC=CS1